OCCN1C2=CC=CC=3C=C(N(CC1)C32)C3=NC2=C(N3C)C(=CC(=C2)C(=O)OC)OC methyl 2-[9-(2-hydroxyethyl)-1,9-diazatricyclo[6.3.1.04,12]dodeca-2,4(12),5,7-tetraen-2-yl]-7-methoxy-1-methyl-benzimidazole-5-carboxylate